1-(3-fluoro-2'-methoxy-[1,1'-biphenyl]-4-yl)-2-oxopiperidin FC=1C=C(C=CC1N1C(CCCC1)=O)C1=C(C=CC=C1)OC